3-methoxy-2',6'-dimethyl-N-(2-nitrophenyl)-[1,1'-biphenyl]-4-amine COC=1C=C(C=CC1NC1=C(C=CC=C1)[N+](=O)[O-])C1=C(C=CC=C1C)C